CC1=C(C#N)C=CC=C1C(C)NC1=NN=C(C2=CC(=C(C=C12)NC)C(=O)N1CCCC1)C 2-Methyl-3-(1-((4-methyl-7-(methylamino)-6-(pyrrolidine-1-carbonyl)phthalazin-1-yl)amino)ethyl)benzonitrile